2-(4-(6-(4-Chloro-2-fluorobenzyloxy)pyridin-2-yl)-2-methoxybenzyl)-1-((tetrahydrofuran-2-yl)methyl)-1H-benzo[d]imidazol ClC1=CC(=C(COC2=CC=CC(=N2)C2=CC(=C(CC3=NC4=C(N3CC3OCCC3)C=CC=C4)C=C2)OC)C=C1)F